4-(4-((1R,5S)-3,8-diazabicyclo[3.2.1]octan-3-yl)-8-fluoro-2-((hexahydro-3H-furo[3,4-a]pyrrolizin-8a(6H)-yl)methoxy)pyrido[4,3-d]pyrimidin-7-yl)-5-ethynylnaphthalen-2-ol [C@H]12CN(C[C@H](CC1)N2)C=2C1=C(N=C(N2)OCC23CCCN3CC3C2COC3)C(=C(N=C1)C1=CC(=CC3=CC=CC(=C13)C#C)O)F